CC1=CN=C(S1)CNC(=O)[C@@H]1CN(CC[C@H]1NC(=O)C1=NOC(=C1)C1=C(C=C(C=C1)F)F)C1CCCCC1 (3R,4R)-1-cyclohexyl-4-{[5-(2,4-difluoro-phenyl)-isoxazole-3-carbonyl]-amino}-piperidine-3-carboxylic acid (5-methyl-thiazol-2-ylmethyl)-amide